1-chloro-3-(2,6-dichloro-4-(2-(4-(2-hydroxy-3-methoxypropoxy)phenyl)propan-2-yl)phenoxy)propan-2-yl acetate C(C)(=O)OC(CCl)COC1=C(C=C(C=C1Cl)C(C)(C)C1=CC=C(C=C1)OCC(COC)O)Cl